F[C@H]1C[C@H]2[C@@H](N(C1=O)C(=O)OC(C)(C)C)C1=C(O2)C=C(C=C1)C(F)(F)F tert-butyl (3S,4aS,9bS)-3-fluoro-2-oxo-7-(trifluoromethyl)-3,4,4a,9b-tetrahydrobenzofuro[3,2-b]pyridine-1-carboxylate